N12C=CCCCC2NCC1 1,8-diazabicyclo-[5.3.0]-decene